1-[(2'S,4S,6'R,7S)-2-chloro-4-hydroxy-2'-(1-methyltriazol-4-yl)-6'-phenyl-spiro[4,5-dihydrothieno[2,3-c]pyran-7,4'-piperidine]-1'-yl]-2,2,2-trifluoro-ethanone ClC1=CC2=C(S1)[C@]1(C[C@H](N([C@H](C1)C1=CC=CC=C1)C(C(F)(F)F)=O)C=1N=NN(C1)C)OC[C@H]2O